S-(benzo[d]thiazol-2-yl)-N-cyclopropylthiohydroxylamine S1C(=NC2=C1C=CC=C2)SNC2CC2